ClC=1C=C(C=CC1O)/C=C/C(=O)C1=CC=C(C=C1)NC(C(F)(F)F)=O N-[4-[(E)-3-(3-Chloro-4-hydroxyphenyl)prop-2-enoyl]phenyl]-2,2,2-trifluoroacetamide